C1=CC(=CC=C1[NH+]2N=C(NN2C3=CC=C(C=C3)[N+](=O)[O-])C4=C(C=C(C=C4)S(=O)(=O)O)S(=O)(=O)O)I 2-(4-Iodophenyl)-3-(4-nitrophenyl)-5-(2,4-disulfophenyl)-2H-tetrazolium